BrC=1C=NC=2CCN=C(C2C1)C 3-bromo-5-methyl-7,8-dihydro-1,6-naphthyridine